4-(3-amino-5-methylpyridin-2-yl)piperazine-1-carboxylic acid tert-butyl ester C(C)(C)(C)OC(=O)N1CCN(CC1)C1=NC=C(C=C1N)C